Tin(II) Ethyl Hexanoate C(CCCCC)(=O)OCC.[Sn+2]